(E)-1-benzyl 4-methyl 2-benzylidenesuccinate C(/C1=CC=CC=C1)=C(\C(=O)OCC1=CC=CC=C1)/CC(=O)OC